C1(=CC=CC=C1)C1CC(C1)C(=O)N 3-phenylcyclobutanecarboxamide